6-((1-methyl-1H-pyrazol-3-yl)amino)-1-phenyl-1,2-dihydro-3H-pyrazolo[4,3-c]pyridin-3-one CN1N=C(C=C1)NC1=CC2=C(C=N1)C(NN2C2=CC=CC=C2)=O